2-hydroxyethyltrimethoxysilane OCC[Si](OC)(OC)OC